C(\C=C/C(=O)O)(=O)O.OCCN1CCC(CC1)C1=CC=C(C=C1)C(=O)NC1=NC=CC(=C1)OC=1C=C2C=CN(C2=CC1OCCOC)C(=O)NC 5-({2-[({4-[1-(2-hydroxyethyl)piperidin-4-yl]phenyl}carbonyl)amino]pyridin-4-yl}oxy)-6-(2-methoxyethoxy)-N-methyl-1H-indole-1-carboxamide maleate salt